2-(5-bromo-4-hydroxy-7H-pyrrolo[2,3-d]pyrimidin-7-yl)isonicotinonitrile BrC1=CN(C=2N=CN=C(C21)O)C=2C=C(C#N)C=CN2